N1-(Quinolin-4-yl)hexane-1,6-diamine N1=CC=C(C2=CC=CC=C12)NCCCCCCN